N-(1-(1-methoxyisoquinolin-4-yl)ethyl)-N2-(2,2,2-trifluoroethyl)ethane-1,2-diamine COC1=NC=C(C2=CC=CC=C12)C(C)NCCNCC(F)(F)F